ClC=1C(=C(C=CC1)C1(CN(CC1)C(=O)OCC1=CC=CC=C1)NC(CCl)=O)C benzyl 3-(3-chloro-2-methylphenyl)-3-(2-chloroacetamido)pyrrolidine-1-carboxylate